(S)-N-(5-chloro-2,3-dihydro-1H-inden-2-yl)-5-(5-(trifluoromethyl)nicotinamido)-1,2,3-thiadiazole-4-carboxamide ClC=1C=C2C[C@H](CC2=CC1)NC(=O)C=1N=NSC1NC(C1=CN=CC(=C1)C(F)(F)F)=O